(bis(4-fluorophenyl)methyl)-4-(6-cyano-1-methyl-2-oxo-1,2-dihydro-1,5-naphthyridin-4-yl)piperazine-2-carboxylic acid methyl ester COC(=O)C1N(CCN(C1)C1=CC(N(C2=CC=C(N=C12)C#N)C)=O)C(C1=CC=C(C=C1)F)C1=CC=C(C=C1)F